[3-[(5-fluoro-6-methoxy-2-pyridyl)amino]-1-(2,2,2-trifluoroethyl)pyrazolo[4,3-c]pyridin-6-yl]-(1,4-oxazepan-4-yl)methanone FC=1C=CC(=NC1OC)NC1=NN(C2=C1C=NC(=C2)C(=O)N2CCOCCC2)CC(F)(F)F